Cl.BrC1=CC=C2C(CC3(OC2=C1)CNC3)=O 7'-Bromospiro[azetidine-3,2'-chromane]-4'-one hydrochloride